C(#N)C1=C(SC2=C1C(=CC=C2F)C=2C1=C(C=3C=NC(=NC3C2C)SCC)CCOC1)NC(OC(C)(C)C)=O tert-Butyl N-[3-cyano-4-(3-ethylsulfanyl-5-methyl-9,10-dihydro-7H-pyrano[4,3-f]quinazolin-6-yl)-7-fluoro-benzothiophen-2-yl]carbamate